CC(=C)CCC(=C)C 2,5-dimethylhex-1,5-diene